COC=1C(=CC2=C(N=C(S2)NC(C(OC2=CC(=CC=C2)OC)C2=CC=C(C=C2)S(=O)(=O)CC)=O)C1)OC N-(5,6-Dimethoxy-benzothiazol-2-yl)-2-(4-ethanesulfonyl-phenyl)-2-(3-methoxy-phenoxy)-acetamide